2-((1-(4-amino-7-bromo-2-(ethoxymethyl)-1H-imidazo[4,5-c]quinolin-1-yl)-2-methylpropan-2-yl)oxy)ethan-1-ol NC1=NC=2C=C(C=CC2C2=C1N=C(N2CC(C)(C)OCCO)COCC)Br